3-(6-(((3R,4R)-1-(5-chloro-4-((3-((R)-3-(hydroxymethyl)-2-oxopyrrolidin-1-yl)phenyl)amino)pyrimidin-2-yl)-3-methylpiperidin-4-yl)amino)-1-methyl-1H-indazol-3-yl)piperidine-2,6-dione ClC=1C(=NC(=NC1)N1C[C@H]([C@@H](CC1)NC1=CC=C2C(=NN(C2=C1)C)C1C(NC(CC1)=O)=O)C)NC1=CC(=CC=C1)N1C([C@H](CC1)CO)=O